COC(=O)C=1C=C2C=C(N=NC2=C(C1)OC(F)(F)F)C 3-methyl-8-(trifluoromethoxy)cinnoline-6-carboxylic acid methyl ester